C(C)(C)(C)OC(NC=1SC2=C(N1)C(=CC(=C2F)F)Br)=O (4-bromo-6,7-difluoro-1,3-benzothiazol-2-yl)carbamic acid tert-butyl ester